(E)-N-(4-acetamidobutyl)-3-(3,4-dihydroxyphenyl)acrylamide C(C)(=O)NCCCCNC(\C=C\C1=CC(=C(C=C1)O)O)=O